2-[18,30-dichloro-32-methyl-20-oxo-8,9,10,21-tetrazahexacyclo[19.5.3.216,19.13,7.06,10.024,28]dotriaconta-1(26),3(32),4,6,8,16,18,24,27,30-decaen-2-yl]-2-methylpropanoic Acid ClC=1C=C2CCCCCN3N=NC4=C3C=CC(C(C3=CC=C5CCN(C(C1C(=C2)Cl)=O)CC5=C3)C(C(=O)O)(C)C)=C4C